C(C)(C)(C)OC(=O)C(C(N)C(=O)OC(C)(C)C)N di(tert-butoxycarbonyl)-ethane-1,2-diamine